CC1=NN=C(S1)\C=C\C=1SC(=NN1)C (E)-1,2-bis(5-methyl-1,3,4-thiadiazol-2-yl)ethylene